1-tert-butyl-3-ethyl-5-methyl-pyrazol-4-ol C(C)(C)(C)N1N=C(C(=C1C)O)CC